2-(6-oxo-5-(trifluoromethyl)-1,6-dihydropyridin-3-yl)propyl-4-(5-(trifluoromethyl)pyrimidin-2-yl)piperazine-1-carboxylic acid tert-butyl-formate C(C)(C)(C)OC=O.O=C1C(=CC(=CN1)C(CC1N(CCN(C1)C1=NC=C(C=N1)C(F)(F)F)C(=O)O)C)C(F)(F)F